3-bromo-1-(3-chloropyridin-2-yl)-N-(2-bromo-4-chloro-6-(diethylaminoformyl)phenyl)-N-ethyl-1H-pyrazole-5-carboxamide BrC1=NN(C(=C1)C(=O)N(CC)C1=C(C=C(C=C1C(=O)N(CC)CC)Cl)Br)C1=NC=CC=C1Cl